N-{1-[5-(2-{[3-(dimethylamino)pyrrolidin-1-yl]methyl}phenyl)thiophen-2-yl]ethyl}-6,7-dimethoxy-2-methylquinazolin-4-amine CN(C1CN(CC1)CC1=C(C=CC=C1)C1=CC=C(S1)C(C)NC1=NC(=NC2=CC(=C(C=C12)OC)OC)C)C